6-bromo-8-chloro-3-methyl-3-(trifluoromethyl)-2H-imidazo[1,5-a]pyridine-1,5-dione BrC1=CC(=C2N(C1=O)C(NC2=O)(C(F)(F)F)C)Cl